vinyl-tris(methoxyethoxy)silane C(=C)[Si](OCCOC)(OCCOC)OCCOC